Butyl(cyanomethyl)carbamate C(CCC)OC(NCC#N)=O